C(C)(=O)N1[C@@H](CN(CC1)CC=1C=NN(C1)C1=NC=C(C#N)C(=C1)C)C=1C(=C2COC(C2=CC1)=O)C (R)-6-(4-((4-acetyl-3-(4-methyl-1-oxo-1,3-di-hydroisobenzofuran-5-yl)piperazin-1-yl)methyl)-1H-pyrazol-1-yl)-4-methylnicotinonitrile